ClC1=NC=2CCC(CC2C(=N1)Cl)(C)C1=CC(=CC=C1)F 2,4-dichloro-6-(3-fluorophenyl)-6-methyl-5,6,7,8-tetrahydroquinazoline